vanadium-nickel oxide [Ni]=O.[V]